N-[3-[2-(difluoromethoxy)-5-isopropylsulfanyl-phenyl]-1-[2-(4-methyl-4-morpholino-1-piperidyl)-2-oxo-ethyl]pyrazol-4-yl]pyrazolo[1,5-a]pyrimidine-3-carboxamide FC(OC1=C(C=C(C=C1)SC(C)C)C1=NN(C=C1NC(=O)C=1C=NN2C1N=CC=C2)CC(=O)N2CCC(CC2)(N2CCOCC2)C)F